[Si](C)(C)(C(C)(C)C)OC[C@@H](CO)NC(OC(C)(C)C)=O tert-butyl N-[(1R)-1-[[tert-butyl(dimethyl)silyl]oxymethyl]-2-hydroxy-ethyl]carbamate